(biphenylyl)(terphenylyl)(dibenzofuranyl)amine C1(=C(C=CC=C1)N(C1=CC=CC=2OC3=C(C21)C=CC=C3)C3=C(C=CC=C3)C=3C(=CC=CC3)C3=CC=CC=C3)C3=CC=CC=C3